[N+](=O)([O-])C1=C(C=CC(=C1)[N+](=O)[O-])O.N[N+]1=CC(=C(C=C1)NC(=O)OC(C)(C)C)C 1-amino-4-((tert-butoxycarbonyl)amino)-3-methylpyridin-1-ium 2,4-dinitrophenol salt